N-(3-(pyrrolidin-1-yl)benzyl)thiazol-2-amine N1(CCCC1)C=1C=C(CNC=2SC=CN2)C=CC1